C1(=CC=CC=C1)N(N)C1=CC=CC=C1 1,1-diphenyl-hydrazine